ClC1=C2C(=NC=C1C=1C=C(C=CC1)N1C(NN=C1)=O)NC=C2CC 4-(3-(4-chloro-3-ethyl-1H-pyrrolo[2,3-b]pyridin-5-yl)phenyl)-2,4-dihydro-3H-1,2,4-triazol-3-one